O[C@@]1(C(N(CC1)C)=O)C1=CC(=NO1)C1=CC(=CC=C1)C1=NC(=NC=C1)NC=1C=NN2C1N=CC=C2 (R)-3-Hydroxy-1-methyl-3-(3-(3-(2-(pyrazolo[1,5-a]pyrimidin-3-ylamino)pyrimidin-4-yl)phenyl)isoxazol-5-yl)pyrrolidin-2-one